di-tert-butoxy-m-xylene C(C)(C)(C)OC1=CC(=C(C=C1C)C)OC(C)(C)C